23-(acryloyloxy)tricosanyl methacrylate C(C(=C)C)(=O)OCCCCCCCCCCCCCCCCCCCCCCCOC(C=C)=O